C(C)OC(CCCCCCC/C=C/CCO)OCC (3E)-12,12-diethoxy-3-dodecen-1-ol